C(CCC)OC(=O)C=1C=NC=CC1 3-(butoxycarbonyl)pyridin